1-[6-(dimethylamino)-4-methoxypyridin-3-yl]-5-(propan-2-yl)-1H-pyrrole-3-carboxamide CN(C1=CC(=C(C=N1)N1C=C(C=C1C(C)C)C(=O)N)OC)C